C(C1=CC=CC=C1)OC(COC1=NC=CC(=C1C1=CCC(CC1)OC[C@@H]1N(CCC[C@@H]1NC(=O)OC(C)(C)C)C(=O)OCC1=CC=CC=C1)C)=O benzyl (2R,3S)-2-(((4-(2-(2-(benzyloxy)-2-oxoethoxy)-4-methylpyridin-3-yl)cyclohex-3-en-1-yl)oxy)methyl)-3-((tert-butoxycarbonyl)amino)piperidine-1-carboxylate